(5-bromo-4-methylpyridin-2-yl)methanol BrC=1C(=CC(=NC1)CO)C